ethyl (1,1-diethoxy ethyl)phosphinate C(C)OC(C)(OCC)P(OCC)=O